5-(3-hydroxypiperidin-3-yl)pyridin-2(1H)-one OC1(CNCCC1)C=1C=CC(NC1)=O